2-chloro-4-phenyl-6-(phenyl-d5)pyrimidine ClC1=NC(=CC(=N1)C1=CC=CC=C1)C1=C(C(=C(C(=C1[2H])[2H])[2H])[2H])[2H]